4-(3,4-Dicarboxyphenyl)-3-[6-[4-[3-(4-fluorophenyl)-3-oxoprop-1-enyl]phenoxy]hexoxy]phthalic acid C(=O)(O)C=1C=C(C=CC1C(=O)O)C=1C(=C(C(C(=O)O)=CC1)C(=O)O)OCCCCCCOC1=CC=C(C=C1)C=CC(=O)C1=CC=C(C=C1)F